N-[(4-chlorophenyl)sulfonyl]-beta-alanine ClC1=CC=C(C=C1)S(=O)(=O)NCCC(=O)O